Ethyl-6-methoxy-3-pentyl-4-(phenylselanyl)-1,2,3,4-tetrahydroquinoline-2-carboxylate C(C)OC(=O)C1NC2=CC=C(C=C2C(C1CCCCC)[Se]C1=CC=CC=C1)OC